N-[[4-(5-amino-4-cyano-1-tetrahydro-furan-3-yl-pyrazol-3-yl)-2,5-difluoro-phenyl]methyl]-5-fluoro-2-methoxy-benzamide NC1=C(C(=NN1C1COCC1)C1=CC(=C(C=C1F)CNC(C1=C(C=CC(=C1)F)OC)=O)F)C#N